COC(C(OC)OC1=C(C=CC=C1)C1=NC(=C(C=C1Cl)F)N1C(N(C(=CC1=O)C(F)(F)F)C)=O)=O 2-[2-[3-chloro-6-[3,6-dihydro-3-methyl-2,6-dioxo-4-(trifluoromethyl)-1(2H)-pyrimidinyl]-5-fluoro-2-pyridinyl]phenoxy]-2-methoxy-acetic acid methyl ester